ClC=1C(=NC(=NC1)C(=O)O)C1=CC(=CC=C1)F 5-chloro-4-(3-fluorophenyl)pyrimidine-2-carboxylic acid